2-(6-(4-(5-(3-chloro-4-methylphenyl)-7,7-dimethyl-6,7-dihydro-5H-pyrrolo[2,3-b]pyrazine-2-carbonyl)-3,3-dimethylpiperazin-1-yl)pyridin-3-yl)acetic acid methyl ester COC(CC=1C=NC(=CC1)N1CC(N(CC1)C(=O)C=1N=C2C(=NC1)N(CC2(C)C)C2=CC(=C(C=C2)C)Cl)(C)C)=O